N1C[C@H](CC1)CNC(OC(C)(C)C)=O tert-butyl N-{[(3S)-pyrrolidin-3-yl]methyl}carbamate